3-bromo-4-[4-(naphthalen-1-yl)phenyl]-1,1'-biphenyl BrC=1C=C(C=CC1C1=CC=C(C=C1)C1=CC=CC2=CC=CC=C12)C1=CC=CC=C1